1,1-dibenzyl-3-(2-methylbenzyl)urea C(C1=CC=CC=C1)N(C(=O)NCC1=C(C=CC=C1)C)CC1=CC=CC=C1